7-fluoro-3-methyl-8-[6-(3-piperidin-1-ylpropoxy)pyridin-3-yl]-1-propan-2-ylimidazo[4,5-c]quinolin-2-one FC=1C(=CC=2C3=C(C=NC2C1)N(C(N3C(C)C)=O)C)C=3C=NC(=CC3)OCCCN3CCCCC3